NC=1SC(=C(C1C(=O)OC)C)C(N)=O methyl 2-amino-5-carbamoyl-4-methylthiophene-3-carboxylate